1-(5-bromopyridin-2-yl)-3-methylurea BrC=1C=CC(=NC1)NC(=O)NC